CN1N=NN=C1SC1=C(C(=O)NC=2C=C3C(CCC3=CC2)=O)C=C(C=C1)[N+](=O)[O-] 2-(1-methyl-1H-tetrazol-5-ylsulfanyl)-5-nitro-N-(3-oxo-indan-5-yl)-benzamide